4-[6-(2,2-difluoroethoxy)-3-(3,4-dimethoxybenzyl)-2,4-dioxo-3,4-dihydroquinazolin-1(2H)-yl]-3-methylpiperidine-1-carbaldehyde FC(COC=1C=C2C(N(C(N(C2=CC1)C1C(CN(CC1)C=O)C)=O)CC1=CC(=C(C=C1)OC)OC)=O)F